ClC=1C=C(C2=CN(N=C2C1C(=O)O)CC)N1C[C@@H](CC1)N(C)C 6-chloro-4-[(3R)-3-(dimethylamino)pyrrolidin-1-yl]-2-ethylindazole-7-carboxylic acid